6,10-Dimethyl-3,5,9-undecatrien-2-one CC(=CC=CC(C)=O)CCC=C(C)C